C(C)(=O)OC[C@H]1O[C@H]([C@@H]([C@H]([C@H]1OC(C)=O)OC(C)=O)OC(C)=O)OC1=C(C=C(C=C1)COC(=O)Cl)[N+](=O)[O-] [(2R,3S,4S,5R,6S)-3,4,5-triacetoxy-6-[4-(chlorocarbonyloxymethyl)-2-nitro-phenoxy]tetrahydropyran-2-yl]methyl acetate